benzotriazol-1-yloxy(tripyrrolidin-1-yl)phosphanium hexafluorophosphate F[P-](F)(F)(F)(F)F.N1(N=NC2=C1C=CC=C2)O[P+](N2CCCC2)(N2CCCC2)N2CCCC2